BrC=1C=NC=2CCN(CC2C1)C1=C(C(=C(N=N1)C#N)C)C 6-(3-Bromo-7,8-dihydro-1,6-naphthyridin-6(5H)-yl)-4,5-dimethylpyridazine-3-carbonitrile